4,5-dimercapto-1,3-dithiole-2-thione SC=1SC(SC1S)=S